lanthanum-silicon dioxide [Si](=O)=O.[La]